platinum (ii) N-[2,4-bis(1,1-dimethylethyl)-5-hydroxyphenyl]-1,4-dihydro-4-oxoquinoline-3-carboxamide CC(C)(C)C1=C(C=C(C(=C1)C(C)(C)C)O)NC(=O)C1=CNC2=CC=CC=C2C1=O.[Pt+2]